di-tert-butyl ((2-(4-hydroxy-2-methylbutan-2-yl)-3,5-dimethylphenoxy)carbonyl)-L-glutamate OCCC(C)(C)C1=C(OC(=O)N[C@@H](CCC(=O)OC(C)(C)C)C(=O)OC(C)(C)C)C=C(C=C1C)C